1-((6aR,8R,9R,9aR)-9-(2-hydroxyethyl)-2,2,4,4-tetraisopropyl-9-((4-methoxybenzyl)thio)tetrahydro-6H-furo[3,2-f][1,3,5,2,4]trioxadisilocin-8-yl)pyrimidine-2,4(1H,3H)-dione OCC[C@@]1([C@@H](O[C@H]2[C@H]1O[Si](O[Si](OC2)(C(C)C)C(C)C)(C(C)C)C(C)C)N2C(NC(C=C2)=O)=O)SCC2=CC=C(C=C2)OC